(5-chloro-4-(5-(cyclopropyl-methyl)-1-methyl-1H-pyrazol-4-yl)pyrimidin-2-yl)cyclohexane-1,4-diamine ClC=1C(=NC(=NC1)C1(CCC(CC1)N)N)C=1C=NN(C1CC1CC1)C